NC1=C2N=CN(C2=NC(=N1)C#CCC)[C@@H]1SC[C@H]([C@H]1O)O (2R,3R,4S)-2-(6-Amino-2-(but-1-yn-1-yl)-9H-purin-9-yl)tetrahydrothiophene-3,4-diol